propenyl diethyl phosphate P(=O)(OC=CC)(OCC)OCC